3-(3-cyclopropyl-4-nitro-pyrazol-1-yl)-3-methyl-tetrahydrofuran-2-one C1(CC1)C1=NN(C=C1[N+](=O)[O-])C1(C(OCC1)=O)C